FC1=C(OC=2C(=NC=CC2)C(=O)NCCC)C=CC(=C1)NC(=O)C=1N=NN(C1C)C1=C(C=CC=C1)OC(F)(F)F (2-fluoro-4-(5-methyl-1-(2-(trifluoromethoxy)phenyl)-1H-1,2,3-triazole-4-carboxamido)phenoxy)-N-propylpicolinamide